D-Hydroxyproline N1[C@H](C[C@H](O)C1)C(=O)O